C1(=CC=CC=C1)C1=NC=2C=C3C(=CC2N=C1C1=CC=C(CN2CCC(CC2)N2C(NC4=C2C=CC=C4)=O)C=C1)C=CC=C3 1-[[4-(3-phenylbenzo[g]quinoxalin-2-yl)benzyl]piperidin-4-yl]-1,3-dihydro-2H-benzimidazol-2-one